(R)-4-((1-(3-(1,1-difluoro-2-hydroxyethyl)-2-fluorophenyl)ethyl)amino)-2,6,8,8-tetramethyl-6H-[1,4]oxazino[3,2-g]quinazolin-7(8H)-one FC(CO)(F)C=1C(=C(C=CC1)[C@@H](C)NC1=NC(=NC2=CC3=C(C=C12)N(C(C(O3)(C)C)=O)C)C)F